C(=O)OC(C)C isopropyl format